α,α-Dichlorodiphenylmethane C1=CC=C(C=C1)C(C2=CC=CC=C2)(Cl)Cl